C[C@@H]1C[C@H]([C@H]2CC[C@@H]1N2)NC(OC(C)(C)C)=O tert-butyl ((1R,2R,4R,5S)-4-methyl-8-azabicyclo[3.2.1]octan-2-yl)carbamate